1-ethyl-6,7-dimethylquinoxalin-2(1H)-one C(C)N1C(C=NC2=CC(=C(C=C12)C)C)=O